4-methoxy-1-(2-methoxy-4-(4,4,5,5-tetramethyl-1,3,2-dioxaborolan-2-yl)phenyl)-4-methylpiperidine COC1(CCN(CC1)C1=C(C=C(C=C1)B1OC(C(O1)(C)C)(C)C)OC)C